2-(3-((R or S)-1-(((R)-(2-fluorophenyl)((R)-1,2,3,4-tetrahydropyrido[2,3-b]pyrazin-3-yl)methyl)amino)propan-2-yl)phenyl)-2-methylpropanoic acid FC1=C(C=CC=C1)[C@H]([C@H]1CNC2=C(N1)N=CC=C2)NC[C@H](C)C=2C=C(C=CC2)C(C(=O)O)(C)C |o1:20|